C(C)(C)(C)OC(NC=1N=CSC1)=O thiazole-4-carbamic acid tert-butyl ester